8-oxo-3,7-dimethyl-2,6-octadienylpropionate O=CC(=CCCC(=CCOC(CC)=O)C)C